2,3-Dihydrothiophene S1CCC=C1